1-(3,5-bis(2-(methylthio)pyrimidin-5-yl)phenyl)-1-oxo-5,8,11,14,17,20,23,26-octaoxa-2-azanonacosane CSC1=NC=C(C=N1)C=1C=C(C=C(C1)C=1C=NC(=NC1)SC)C(NCCOCCOCCOCCOCCOCCOCCOCCOCCC)=O